[N+](=O)([O-])CCC1COC=C1 3-(2-nitroethyl)dihydrofuran